3-benzoylthymine C(C1=CC=CC=C1)(=O)N1C(NC=C(C1=O)C)=O